Phenyl furancarboxylate O1C(=CC=C1)C(=O)OC1=CC=CC=C1